C1CCC2=C(C=3CCCC3C=C12)NC(=O)N=[S@](=O)(N)C=1SC=C(C1)C(C)C (R)-N'-((1,2,3,5,6,7-hexahydro-s-indacen-4-yl)carbamoyl)-4-isopropylthiophene-2-sulfonimidamide